C(C)OC(C(C(C(F)F)=O)=CN(C)C)=O 2-(dimethylaminomethylene)-4,4-difluoro-3-oxobutanoic acid ethyl ester